NC1=C(C(=O)O)C=CC=C1\N=N\C1=C(C=CC=C1)C1=NC(=NC=C1)NC1=CC=C(C=C1)C(F)(F)F (E)-2-amino-3-((2-(2-((4-(trifluoromethyl)phenyl)amino)pyrimidin-4-yl)phenyl)diazenyl)benzoic acid